(2R,3R,4S,5S,6R)-6-azido-3,4,5-trihydroxytetrahydro-2H-pyran-2-carboxylic acid N(=[N+]=[N-])[C@H]1[C@H]([C@H]([C@H]([C@@H](O1)C(=O)O)O)O)O